4-(difluoromethyl)-7-nitroquinolin-8-ol FC(C1=CC=NC2=C(C(=CC=C12)[N+](=O)[O-])O)F